C(C)(=O)C=1C(=NN2C1N=CC=C2C2CN(CCC2)C(=O)OC(C)(C)C)C tert-Butyl 3-(3-acetyl-2-methylpyrazolo[1,5-a]pyrimidin-7-yl)piperidine-1-carboxylate